C(C(=C)C)(=O)O.C(C)(=O)OC methyl acetate methacrylate